bisdiphenylphosphino-aluminum C1(=CC=CC=C1)P(C1=CC=CC=C1)[Al]P(C1=CC=CC=C1)C1=CC=CC=C1